C(C(C)C)N(C(SC(N(CC(C)C)CC(C)C)=S)=S)CC(C)C Tetraisobutylthiuram monosulfide